methyl 2-chloro-5-[3-chloro-5-(trifluoromethyl)-2-pyridyl]-benzoate ClC1=C(C(=O)OC)C=C(C=C1)C1=NC=C(C=C1Cl)C(F)(F)F